C[C@H]1N(C[C@@H](N(C1)C=1C=NC(=CC1)[N+](=O)[O-])C)C(=O)OC(C)(C)C t-butyl (2R,5S)-2,5-dimethyl-4-(6-nitropyridin-3-yl)piperazin-1-carboxylate